Cl[Si](CCC)(Cl)Cl trichloro(n-propyl)silane